1-(benzyloxy)-4-nitro-2-vinylbenzene C(C1=CC=CC=C1)OC1=C(C=C(C=C1)[N+](=O)[O-])C=C